tricalcium strontium [Sr].[Ca].[Ca].[Ca]